methyl 2-(3,3-dimethylazetidin-1-yl)acetate CC1(CN(C1)CC(=O)OC)C